NC1=CC=C(C=N1)C1=NN2C(=NC=3C=CC=CC3C2=N1)N[C@H]1C(NCCCC1)=O (3R)-3-{[2-(6-aminopyridin-3-yl)[1,2,4]triazolo[1,5-c]quinazolin-5-yl]amino}azepan-2-one